C(C)OC(C(CC1=CC=C(C=C1)OCCOCC)N1CCN(CCN(CCN(CC1)CC(=O)O)C(C(=O)OCC)COC)CC(=O)O)=O 2,2'-(4-{1-ethoxy-3-[4-(2-ethoxyethoxy)phenyl]-1-oxopropan-2-yl}-10-[1-ethoxy-3-methoxy-1-oxopropan-2-yl]-1,4,7,10-tetraazacyclododecane-1,7-diyl)diacetic acid